N[C@H](C(=O)N1[C@@H](C[C@H](C1)O)C(=O)N[C@@H](C)C1=CC=C(C=C1)C1=C(C=CC=C1)Cl)C(C)(C)C (2S,4R)-1-[(2S)-2-amino-3,3-dimethylbutyryl]-N-[(1S)-1-[4-(2-chlorophenyl)phenyl]ethyl]-4-hydroxypyrrolidine-2-formamide